(E)-3-(5-Chloro-2-tetrazol-1-yl-phenyl)-N-((S)-11-methyl-9-oxo-8,17,19-triaza-tricyclo[14.2.1.02,7]nonadeca-1(18),2,4,6,16(19)-pentaen-15-yl)-acrylamide ClC=1C=CC(=C(C1)/C=C/C(=O)NC1CCC[C@@H](CC(NC2=CC=CC=C2C2=CNC1=N2)=O)C)N2N=NN=C2